C1(CC1)OC[C@@H](C(=O)O)N(C)C(=O)OCC1C2=CC=CC=C2C=2C=CC=CC12 (2S)-3-cyclopropyloxy-2-[9H-fluoren-9-ylmethoxycarbonyl-(methyl)amino]propanoic acid